CN1N=CC2=CC=C(C(=C12)C1=C2C(=NC(=C1C#N)N1CC3(CN(C3)C(C=C)=O)CC1)CC(C2)(C)C)C (M)-4-(1,6-dimethyl-1H-indazol-7-yl)-6,6-dimethyl-2-(2-(2-propenoyl)-2,6-diazaspiro[3.4]octan-6-yl)-6,7-dihydro-5H-cyclopenta[b]pyridine-3-carbonitrile